1-methyl-2-oxoindoline-6-carboxylic acid CN1C(CC2=CC=C(C=C12)C(=O)O)=O